C(=O)N[C@@H](CCCCN)C(=O)O N-formyl-L-lysine